C(C)(=O)C1=C(C=CC=C1)C1=CC=C(C=N1)N=NC=1C=C(C2=CC=CC=C2C1N)S(=O)(=O)O 3-[6-(2-acetylphenyl)pyridin-3-ylazo]-4-aminonaphthalene-1-sulfonic acid